C(C)(=O)C1=CN(C2=CC=C(C=C12)C=1C=NC(=NC1)OC)CC(=O)N1[C@@H](C[C@H](C1)F)C(=O)NC1=NC(=CC=C1)Br (2S,4R)-1-(2-(3-acetyl-5-(2-methoxypyrimidin-5-yl)-1H-indol-1-yl)acetyl)-N-(6-bromopyridin-2-yl)-4-fluoropyrrolidine-2-carboxamide